NC(CC1=CC=C(C=C1)NC(CCCCCCC(=O)NO)=O)=O N1-(4-(2-amino-2-oxoethyl)phenyl)-N8-hydroxyoctanediamide